N-(3-chloro-5-methanesulfonamidophenyl)-5-(phenylamino)-2-{[2-(trimethylsilyl)ethoxy]methyl}pyrazole-3-carboxamide ClC=1C=C(C=C(C1)NS(=O)(=O)C)NC(=O)C=1N(N=C(C1)NC1=CC=CC=C1)COCC[Si](C)(C)C